BrC1=CC(=C(C=C1)[C@@H](C)N[S@](=O)C(C)(C)C)C (R)-N-((R)-1-(4-bromo-2-methylphenyl)ethyl)-2-methylpropane-2-sulfinamide